C1(=CC=CC=C1)NC(=O)C(=O)NC1=CC=CC=C1 N,N'-diphenyloxamide